(tert-butyl)-3-((1s,4s)-4-((tert-butyldiphenylsilyl)oxy)cyclohexyl)-1H-pyrazol-5-amine C(C)(C)(C)N1N=C(C=C1N)C1CCC(CC1)O[Si](C1=CC=CC=C1)(C1=CC=CC=C1)C(C)(C)C